ClC1=NC(=C(C(=N1)NCCC1=CNC2=CC=CC=C12)OC)Cl 2,6-dichloro-N-[2-(1H-indol-3-yl)ethyl]-5-methoxy-pyrimidin-4-amine